6-(1-(3-Chloropyridin-2-yl)-3-((5-(trifluoromethyl)-2H-tetrazol-2-yl)methyl)-1H-pyrazol-5-carboxamido)-N-(1-cyclopropylethyl)-5-methylpyrazolo[1,5-a]pyridin-7-carboxamid ClC=1C(=NC=CC1)N1N=C(C=C1C(=O)NC=1C(=CC=2N(C1C(=O)NC(C)C1CC1)N=CC2)C)CN2N=C(N=N2)C(F)(F)F